BrC1=NN(C(=C1C(C)C)C=1C(=C(C=2N(C1)N=CN2)C)C)COCC[Si](C)(C)C 6-(3-bromo-4-isopropyl-1-((2-(trimethylsilyl)ethoxy)methyl)-1H-pyrazol-5-yl)-7,8-dimethyl-[1,2,4]triazolo[1,5-a]pyridine